(R)-9-((5-(3-amino-3-(6-chloropyridin-2-yl)piperidin-1-yl)-5'-chloro-6'-fluoro-[2,3'-bipyridin]-4-yl)methyl)-9H-purin-6-amine N[C@]1(CN(CCC1)C=1C(=CC(=NC1)C=1C=NC(=C(C1)Cl)F)CN1C2=NC=NC(=C2N=C1)N)C1=NC(=CC=C1)Cl